C(C)OC(C(CC)N=CC1=CC=C(C=C1)Cl)=O ethyl-2-((4-chlorobenzylidene)amino)butanoate